COC1=CC=C2C=NN(C2=C1NS(=O)(=O)C=1C=NNC1)C N-(6-methoxy-1-methylindazol-7-yl)-1H-pyrazole-4-sulfonamide